C1[C@H]([C@@H]([C@H]([C@@H](O1)O[C@@H]2[C@H](OC([C@@H]([C@H]2O)O)O)CO)O)O)O The molecule is a glycosylglucose consisting of beta-D-xylopyranose and D-glucopyranose residues joined in sequence by a (1->4) glycosidic bond. It derives from a D-glucopyranose and a beta-D-xylose.